N=1C(=CN2C1C=CC=C2)N2C([C@@H](N(CC2)C(C=C)=O)CC2=CC=C(C=C2)NC(C)=O)=O N-[4-[[(2S)-4-imidazo[1,2-a]pyridin-2-yl-3-oxo-1-prop-2-enoyl-piperazin-2-yl]methyl]phenyl]acetamide